N[C@H]1[C@@H]([C@@H]2CC[C@H](C1)O2)O |r| (1S*,2S*,3R*,5R*)-(±)-3-amino-8-oxabicyclo[3.2.1]octan-2-ol